ClC1=CC=C(C=C1)NC=1C(C(C1NCCC1=CC(=CC=C1)N(C)C)=O)=O 3-[(4-Chlorophenyl)amino]-4-({2-[3-(dimethylamino)phenyl]ethyl}amino)cyclobut-3-ene-1,2-dione